C(CCCCCCC\C=C/C=C/C=C/CCCC)(=O)O (9Z,11E,13E)-octadeca-9,11,13-trienic acid